1-(3-(trifluoromethyl)benzoyl)azetidin FC(C=1C=C(C(=O)N2CCC2)C=CC1)(F)F